FC(C)(C1=CC=CC=C1)F 2,2-difluoro-2-PHENYLETHANE